1,4-diisocyanatocyclohexane (+)-[(4S)-2-oxooxazolidin-4-yl]methyl-3-[6-[3-(trifluoromethyl)pyrrolidin-1-yl]-3-pyridyl]azetidine-1-carboxylate O=C1OC[C@H](N1)COC(=O)N1CC(C1)C=1C=NC(=CC1)N1CC(CC1)C(F)(F)F.N(=C=O)C1CCC(CC1)N=C=O